[2-(Propan-2-yloxy)-phenyl]hydrazine CC(C)OC1=C(C=CC=C1)NN